(7E)-11-chloro-1,1-diethoxy-7-undecene ClCCC/C=C/CCCCCC(OCC)OCC